C(CCC)(=O)SCCOP(=O)(OCCSC(CCC)=O)CC1=CC2=C(SC(=C2)C(=O)OC2=C(C(=C(C(=C2F)F)F)F)F)C=C1 perfluorophenyl 5-((bis(2-(butyrylthio)ethoxy)phosphoryl)methyl)benzo[b]thiophene-2-carboxylate